5-(1,1-difluoropropyl)pyridin-3-amine FC(CC)(F)C=1C=C(C=NC1)N